C(C)(C)(C)OC(=O)N1CC(=CC1)C1=C(C=CC(=C1)C(F)(F)F)C=O 3-(2-formyl-5-(trifluoromethyl)phenyl)-2,5-dihydro-1H-pyrrole-1-carboxylic acid tert-butyl ester